4-methyl-6,7,8,9,10,10a-hexahydro-5H-3λ2-cycloocta[d]pyridazine CC1=C2C(C=N[N]1)CCCCCC2